OC(CC)(C(C)(C1=CC=CC=C1)C1=CC=CC=C1)O dihydroxy-diphenyl-methyl-propyl-methane